C(CC)C1C(N(CC1)C)=O propyl-methyl-pyrrolidone